4-methyl-chromen CC1=CCOC2=CC=CC=C12